ClC=1C=C(C=CC1)NC1=CC2=C(NC(=N2)CSC2=CC(=NC=C2)C(F)(F)F)C=C1 N-(3-Chlorophenyl)-2-(((2-(trifluoromethyl)pyridin-4-yl)thio)methyl)-1H-benzo[d]imidazol-5-amine